FC1=C(C(=O)NC2=NN(C3=CC=CC=C23)CC2=CC=C(C=C2)C(F)(F)F)C=CC=C1 2-fluoro-N-(1-(4-(trifluoromethyl)benzyl)-1H-indazol-3-yl)benzamide